C1(=CC=CC=C1)C=1C=C2N=C(C(=NC2=CC1)C(F)(F)F)C(F)(F)F 6-phenyl-2,3-bis(trifluoromethyl)quinoxaline